FC(CN(C(=O)C1=C(OC=2C(=NC=NC2)N2CC3(C2)CCN(CC3)C[C@@H]3CC[C@H](CO3)NC(OC(C)(C)C)=O)C=CC(=C1)F)C(C)C)F tert-Butyl ((3R,6S)-6-((2-(5-(2-((2,2-difluoroethyl)(isopropyl)carbamoyl)-4-fluorophenoxy) pyrimidin-4-yl)-2,7-diazaspiro[3.5]nonan-7-yl)methyl)tetrahydro-2H-pyran-3-yl)carbamate